CC=1C(=CC2=C(N=C3SC=CN32)C1)C(=O)O 7-methylbenzo[4,5]imidazo[2,1-b]thiazole-6-carboxylic acid